sodium 2-bromo-3-hydroxy-propanesulfonate Methyl-O-acetyl-N-(O-(tert-butyldimethylsilyl)-N-(2-(4-(tetrahydro-2H-pyran-4-carbonyl)piperazin-1-yl)thiazole-4-carbonyl)-L-seryl)-L-serinate COC([C@@H](NC([C@@H](NC(=O)C=1N=C(SC1)N1CCN(CC1)C(=O)C1CCOCC1)CO[Si](C)(C)C(C)(C)C)=O)COC(C)=O)=O.BrC(CS(=O)(=O)[O-])CO.[Na+]